CN(C(=O)C1=CN=CS1)C N,N-dimethylthiazole-5-carboxamide